C(C)OC([C@@H](C)OC1=CC=C(C=C1)CC(=O)N)=O (R)-2-(4-(2-amino-2-oxoethyl)phenoxy)propionic acid ethyl ester